O=C1C(C2(CCN(CC2)C(=O)OC(C)(C)C)C2=CC=CC=C12)C(=O)OC 1'-(tert-butyl) 2-methyl 3-oxo-2,3-dihydrospiro[indene-1,4'-piperidine]-1',2-dicarboxylate